(2S,4R)-N-(5'-carbamoyl-2'-chloro-2-fluoro-[1,1'-biphenyl]-3-yl)-4-fluoropyrrolidine-2-carboxamide hydrochloride Cl.C(N)(=O)C=1C=CC(=C(C1)C1=C(C(=CC=C1)NC(=O)[C@H]1NC[C@@H](C1)F)F)Cl